C(C)(C)(C)OC(=O)N1CCC(CC1)NC1=CC(=NC(=N1)Cl)C(=O)O 6-((1-(tert-butoxycarbonyl)piperidin-4-yl)amino)-2-chloropyrimidine-4-carboxylic acid